C(C)OC(=O)C=1OC(=CC1)S(=O)(=O)Cl 5-(chlorosulfonyl)furan-2-carboxylic acid ethyl ester